4-{[trans-3-(carbamoylamino)cyclobutyl]oxy}-N-[(7S)-4-fluorobicyclo[4.2.0]octa-1,3,5-trien-7-yl]-N'-hydroxy-1,2,5-oxadiazole-3-carboximidamide C(N)(=O)N[C@@H]1C[C@H](C1)OC=1C(=NON1)C(N[C@@H]1C2=CC(=CC=C2C1)F)=NO